O[C@H]1C[C@@](N(C1)C(=O)C1=CC(=C2N1CCC1=CC(=C(C=C21)C=2N=NN(N2)C)OC)CCC)(C#N)C (2R,4S)-4-hydroxy-1-[8-methoxy-9-(2-methyltetrazol-5-yl)-1-propyl-5,6-dihydropyrrolo[2,1-a]isoquinoline-3-carbonyl]-2-methyl-pyrrolidine-2-carbonitrile